2-(4-((1R,5S)-3,8-diazabicyclo[3.2.1]octan-3-yl)-8-fluoro-2-((hexahydro-1H-pyrrolizin-7a-yl)methoxy)pyrido[4,3-d]pyrimidin-7-yl)-3-fluoroaniline [C@H]12CN(C[C@H](CC1)N2)C=2C1=C(N=C(N2)OCC23CCCN3CCC2)C(=C(N=C1)C1=C(N)C=CC=C1F)F